N4-(6-methyl-2,2'-bipyridin-3-yl)-N2-(3,4,5-trimethoxyphenyl)pyrimidine-2,4-diamine CC1=CC=C(C(=N1)C1=NC=CC=C1)NC1=NC(=NC=C1)NC1=CC(=C(C(=C1)OC)OC)OC